(4R)-4-[(1R)-1-[6-(1-tert-butylpyrazol-4-yl)-2-methyl-pyrazolo[4,3-c]pyridin-4-yl]oxyethyl]pyrrolidin-2-one C(C)(C)(C)N1N=CC(=C1)C1=CC=2C(C(=N1)O[C@H](C)[C@@H]1CC(NC1)=O)=CN(N2)C